FC1=CC=CC=2C=3N(C(=NC12)N[C@H]1C(NCCCC1)=O)N=C(N3)C=3C=NN(C3)C (3R)-3-{[7-fluoro-2-(1-methyl-1H-pyrazol-4-yl)[1,2,4]triazolo[1,5-c]quinazolin-5-yl]amino}azepan-2-one